5-(2-(2-(3H-imidazo[4,5-b]pyridin-3-yl)-7,8-dihydropyrido[4,3-d]pyrimidin-6(5H)-yl)-1-hydroxyethyl)-4-methylisobenzofuran-1(3H)-one N1=CN(C2=NC=CC=C21)C=2N=CC1=C(N2)CCN(C1)CC(O)C=1C(=C2COC(C2=CC1)=O)C